COCCOCCNC1=NC(=NC=C1C(=O)N)NC=1C=NN(C1)C1CCOCC1 4-((2-(2-methoxyethoxy)ethyl)amino)-2-((1-(tetrahydro-2H-pyran-4-yl)-1H-pyrazol-4-yl)amino)pyrimidin-5-carboxamide